ClC1=CC=2C(C=3N=C(N=CC3C2C=C1)OC)=O 7-chloro-2-methoxy-9H-indeno[2,1-d]pyrimidin-9-one